CC1(CC(NO1)=S)C 5,5-dimethylisoxazolidine-3-thione